C(CCC)P([O-])(=O)CC n-butyl-Ethylphosphinat